C(C#C)(=O)O.C1CCCC1 cyclopentane propiolate